2-{2-[(2,2,3-trimethylcyclopent-3-en-1-yl)methyl]-1,3-dioxolan-4-yl}acetaldehyde CC1(C(CC=C1C)CC1OCC(O1)CC=O)C